2,3-diaminobenzyl alcohol NC1=C(CO)C=CC=C1N